C(C)OC1=C(C=C(C=C1)NC(C(=O)OC)(C)C)C=1NC(C2=C(N1)C(=NN2C)CCC)=O methyl 2-((4-ethoxy-3-(1-methyl-7-oxo-3-propyl-6,7-dihydro-1H-pyrazolo[4,3-d]pyrimidin-5-yl)phenyl)amino)-2-methylpropanoate